Lauryl-sulfosuccinic acid disodium salt [Na+].[Na+].C(CCCCCCCCCCC)C(C(=O)[O-])(CC(=O)O)S(=O)(=O)[O-]